N-((1-(3-chloro-5-(trifluoromethyl)pyridin-2-yl)azetidin-3-yl)methyl)furan-2-carboxamide ClC=1C(=NC=C(C1)C(F)(F)F)N1CC(C1)CNC(=O)C=1OC=CC1